N-(2-methylpentane-3-yl)butane-1,4-diamine CC(C)C(CC)NCCCCN